8-benzyl-2-(furan-2-ylmethyl)-6-phenylimidazo[1,2-a]pyrazin-3(7H)-one C(C1=CC=CC=C1)C1=C2N(C=C(N1)C1=CC=CC=C1)C(C(=N2)CC=2OC=CC2)=O